(1-(4-phenylthiophenylamino) benzoylamino) benzoate C(C1=CC=CC=C1)(=O)ONC(C1(CC=CC=C1)NC1=CC=C(C=C1)SC1=CC=CC=C1)=O